C1=CC(=C(C=C1C2=C(C(=O)C3=C(C=C(C=C3O2)OCCO)O)O)OCCO)OCCO 7,3',4'-trihydroxyethylquercetin